CC=1C(=NC2=C(C=CC=C2C1)C(=O)N)C dimethylquinoline-8-carboxamide